2-[2-[4-[[Tert-butyl(diphenyl)silyl]oxymethyl]cyclohexoxy]ethyl]isoindoline [Si](C1=CC=CC=C1)(C1=CC=CC=C1)(C(C)(C)C)OCC1CCC(CC1)OCCN1CC2=CC=CC=C2C1